N-(2'-aminoethyl)-4-methoxynaphthalene-1-sulfonylamine hydrochloride Cl.NCCNS(=O)(=O)C1=CC=C(C2=CC=CC=C12)OC